N-((5-(5-(difluoromethyl)-1,3,4-oxadiazol-2-yl)pyridin-2-yl)methyl)-3-fluoro-1-isopropyl-N-phenylazetidin-3-carboxamide FC(C1=NN=C(O1)C=1C=CC(=NC1)CN(C(=O)C1(CN(C1)C(C)C)F)C1=CC=CC=C1)F